2-[2-[(4-methoxyphenyl)methyl-methyl-amino]-4-oxo-spiro[6H-thiazolo[5,4-c]pyridine-7,1'-cyclopropane]-5-yl]-N-pyrimidin-2-yl-acetamide COC1=CC=C(C=C1)CN(C=1SC=2C(N(CC3(CC3)C2N1)CC(=O)NC1=NC=CC=N1)=O)C